2-(2-(1-((R)-1-(2,6-dichloro-3-cyclopropylphenyl)ethyl)-3-methyl-2-oxo-2,3-dihydro-1H-imidazo[4,5-c]pyridin-6-yl)phenyl)propionic acid ClC1=C(C(=CC=C1C1CC1)Cl)[C@@H](C)N1C(N(C=2C=NC(=CC21)C2=C(C=CC=C2)C(C(=O)O)C)C)=O